3-(5-((3-((1-(4-((5-chloro-4-((2-(dimethylphosphono)phenyl)amino)pyrimidin-2-yl)amino)-3-methoxyphenyl)piperidin-4-yl)amino)propyl)amino)-1-oxoisoindolin-2-yl)piperidine-2,6-dione ClC=1C(=NC(=NC1)NC1=C(C=C(C=C1)N1CCC(CC1)NCCCNC=1C=C2CN(C(C2=CC1)=O)C1C(NC(CC1)=O)=O)OC)NC1=C(C=CC=C1)P(=O)(OC)OC